((tert-butylsulfinyl)iminomethyl)-2-chloro-N,N-dimethylisonicotinamide C(C)(C)(C)S(=O)N=CC1=C(C(=O)N(C)C)C=CN=C1Cl